C1(=CC=CC=C1)C(C1=CC=CC=C1)=NC1=NC=CC(=C1)NC(O)=O (2-((diphenylmethylene)amino)pyridin-4-yl)carbamic acid